1-heneicosanoyl-2-(11Z-docosenoyl)-glycero-3-phosphocholine CCCCCCCCCCCCCCCCCCCCC(=O)OC[C@H](COP(=O)([O-])OCC[N+](C)(C)C)OC(=O)CCCCCCCCC/C=C\CCCCCCCCCC